5-bromo-2,2-bithiopheneformaldehyde BrC1=CC(=C(S1)C=1SC=CC1)C=O